[N+](=O)([O-])C1=NN(C=C1C=1C=C2C(CNC(C2=CC1)=O)C(F)(F)F)C=1C=C(C=CC1)NC(C=C)=O N-(3-(3-nitro-4-(1-oxo-4-(trifluoromethyl)-1,2,3,4-tetrahydroisoquinolin-6-yl)-1H-pyrazol-1-yl)phenyl)acrylamide